2-(5-methyl-1-phenyl-1H-pyrazol-4-yl)acetyl chloride CC1=C(C=NN1C1=CC=CC=C1)CC(=O)Cl